N-benzyl-4-(4-methoxyphenyl)phthalazin-1-amine C(C1=CC=CC=C1)NC1=NN=C(C2=CC=CC=C12)C1=CC=C(C=C1)OC